(2S,4S)-4-aminopyrrolidine-1,2-dicarboxylic acid O1-tert-butyl O2-methyl ester hydrochloride Cl.COC(=O)[C@H]1N(C[C@H](C1)N)C(=O)OC(C)(C)C